FC(=C(F)F)C(C(C(C(C(F)(F)F)(F)F)(F)F)(F)F)(F)F perfluoroamyl-ethylene